C(C1=CC=CC=C1)N1CC2(C1)CN(CC2)CC=2C(=NN(C2Cl)C)C2=NOC(=C2)C 3-(4-((2-Benzyl-2,6-diazaspiro[3.4]octan-6-yl)methyl)-5-chloro-1-methyl-1H-pyrazol-3-yl)-5-methylisoxazole